ClC1=CC=C(C=C1)N1N=C(C=C1)C(=O)Cl 1-(4-chlorophenyl)-1H-pyrazole-3-carbonyl chloride